NC=1C(=CC(=C(C1)NC(=O)[C@@H]1[C@H](C1)C1=NC=CC(=N1)C)F)F (1S,2S)-N-(5-amino-2,4-difluorophenyl)-2-(4-methylpyrimidin-2-yl)cyclopropane-1-carboxamide